NC1=CC=C(C=C1)CCN1[C-](O[C@@H](C1=O)C)C1=C(N=C(O1)C1=CC=C(C=C1)Br)C1=CC=C(C=C1)F (2R,5R)-3-(4-aminophenyl-ethyl)-2-(2-(4-bromophenyl)-4-(4-fluorophenyl)oxazol-5-yl)-5-methyl-oxazolid-4-one